4-{4-amino-7-[3-(cyclopropyloxy)prop-1-ynyl]-2-{4-[(2-fluoroacrylamido)]phenyl}-1-methylpyrrolo[3,2-c]pyridin-3-yl}-2-methoxy-N-(2,2,2-trifluoroethyl)benzamide NC1=NC=C(C2=C1C(=C(N2C)C2=CC=C(C=C2)NC(C(=C)F)=O)C2=CC(=C(C(=O)NCC(F)(F)F)C=C2)OC)C#CCOC2CC2